sodium lauroyl-methyl-taurate C(CCCCCCCCCCC)(=O)N(CCS(=O)(=O)[O-])C.[Na+]